ClC=1C=C2C(CCO2)=C(C1)S(=O)(=O)NC1=C(C(=C(C=C1)F)C=1C=C2C=NC(=NC2=CC1)NC1CCN(CC1)CCOC)F 6-chloro-N-(2,4-difluoro-3-(2-((1-(2-methoxyethyl)piperidin-4-yl)amino)quinazolin-6-yl)phenyl)-2,3-dihydrobenzofuran-4-sulfonamide